BrC=1C=C(C(=NC1)C(=O)O)C(F)F 5-bromo-3-(difluoromethyl)picolinic acid